C(C)(=O)N1[C@@](C(C2=CC=CC=C12)=C)(C(=O)NC1CCCCC1)C1=NC=CC=C1 |r| (±)-1-acetyl-N-cyclohexyl-3-methylene-2-(pyridin-2-yl)indoline-2-carboxamide